C1=NC=C2C=C3C=NC=C3C=C12 2,6-diaza-s-indacene